7-(2-methoxyethoxy)-4-(o-tolyl)-2H-chromen-2-one COCCOC1=CC=C2C(=CC(OC2=C1)=O)C1=C(C=CC=C1)C